C1(=CC(=CC=C1)CCCCCC=CCC=CCCCCCCCC(=O)[O-])CCCCCC=CCC=CCCCCCCCC(=O)[O-] 1,3-phenylenebis(octadeca-9,12-dienoate)